4-[5-chloro-2-(1H-1,2,3-triazol-1-yl)phenyl]pyrimidin-4-ol ClC=1C=CC(=C(C1)C1(NC=NC=C1)O)N1N=NC=C1